C(C(=C)C)(=O)NCCC[N+](C)(C)C N-(3-methacrylamidopropyl)-N,N,N-trimethylammonium